(P)-6-amino-3-(3,3-difluorocyclobutyl)-7-(3-hydroxy-2,6-dimethylphenyl)-3H-imidazo[4,5-b]pyridine-5-carboxamide NC=1C(=C2C(=NC1C(=O)N)N(C=N2)C2CC(C2)(F)F)C2=C(C(=CC=C2C)O)C